CC(CC(C(=O)O)(C1=CC=CC=C1)C1=CC=CC=C1)(C)C 4,4-dimethyl-2,2-diphenylpentanoic acid